[Si](C)(C)(C(C)(C)C)OCC=1N=C(C2=C(N1)N(C(C2(C)C)=O)C=2C=C1C=NN(C1=CC2)C(C)C)Cl 2-(((tert-butyldimethylsilyl)oxy)methyl)-4-chloro-7-(1-isopropyl-1H-indazol-5-yl)-5,5-dimethyl-5,7-dihydro-6H-pyrrolo[2,3-d]pyrimidin-6-one